OC1CC(OC2=C1C=CC=1NC(=NC12)C(F)(F)F)C1=CC=C(C#N)C=C1 4-(6-hydroxy-2-(trifluoromethyl)-3,6,7,8-tetrahydrochromeno[7,8-d]imidazol-8-yl)benzonitrile